4-Bromo-5-(3,4-difluorophenyl)-1-(2-fluorophenyl)-1H-pyrazol-3-amine tert-butyl-[4-bromo-5-(3,4-difluorophenyl)-1-(2-fluorophenyl)-1H-pyrazol-3-yl]carbamate C(C)(C)(C)N(C(O)=O)C1=NN(C(=C1Br)C1=CC(=C(C=C1)F)F)C1=C(C=CC=C1)F.BrC=1C(=NN(C1C1=CC(=C(C=C1)F)F)C1=C(C=CC=C1)F)N